C(C1=CC=CC=C1)ON1N=CC(=C1I)C1CCN(CC1)C(=O)OCC ethyl 4-(1-(benzyloxy)-5-iodo-1H-pyrazol-4-yl)piperidine-1-carboxylate